C(C)C1C(CCC(C1)(C)C)=COC1=C(C=C(C=C1)CCC)OC 1-((2-ethyl-4,4-dimethylcyclohexylidene)methoxy)-2-methoxy-4-propylbenzene